4-[(trimethylsilyl)-ethynyl]aniline C[Si](C)(C)C#CC1=CC=C(N)C=C1